Chloro-N-(2-(methoxymethyl)-2H-1,2,3-triazol-4-yl)pyrimidin-2-amine ClC1=NC(=NC=C1)NC1=NN(N=C1)COC